3-(1-((2-(trimethylsilyl)ethoxy)methyl)-1H-1,2,4-triazol-5-yl)piperidine C[Si](CCOCN1N=CN=C1C1CNCCC1)(C)C